[Si](C1=CC=CC=C1)(C1=CC=CC=C1)(C(C)(C)C)OC[C@@H]1CO[C@@H](CN1C(=O)OC(C)(C)C)C(NC(C)(C)C1=C(C=C(C=C1)F)Cl)=O tert-butyl (2S,5S)-5-(((tert-butyldiphenylsilyl)oxy)methyl)-2-((2-(2-chloro-4-fluorophenyl)propan-2-yl)carbamoyl)morpholine-4-carboxylate